9-(2-(cyclopropyl(methyl)amino)pyrimidin-5-yl)-6,7-dimethoxynaphtho[2,3-c]furan-1(3H)-one C1(CC1)N(C1=NC=C(C=N1)C1=C2C=C(C(=CC2=CC2=C1C(OC2)=O)OC)OC)C